bromo-2-(4-(3-(1,3-dioxoisoindolin-2-yl)propyl)-2,2-dimethylpyrrolidin-1-yl)nicotinamide BrC1=NC(=C(C(=O)N)C=C1)N1C(CC(C1)CCCN1C(C2=CC=CC=C2C1=O)=O)(C)C